N-(5-Fluoropyridin-2-yl)-1-[1-(5-methyl-1,2,4-oxadiazol-3-carbonyl)-1,2,3,4-tetrahydrochinolin-6-yl]cyclobutan-1-carboxamid FC=1C=CC(=NC1)NC(=O)C1(CCC1)C=1C=C2CCCN(C2=CC1)C(=O)C1=NOC(=N1)C